2-(2-(3-Fluoropiperidin-1-yl)-6-methylpyrimidin-4-yl)-5-(4-iodo-2-(6-azaspiro[2.5]octane-6-yl)phenyl)-1,3,4-oxadiazole FC1CN(CCC1)C1=NC(=CC(=N1)C=1OC(=NN1)C1=C(C=C(C=C1)I)N1CCC2(CC2)CC1)C